tert-Butyl 2-((2R,4r,6S)-4-(2-((trans)-4-(3-(6-cyano-5-(trifluoromethyl)pyridin-3-yl)-5,5-dimethyl-4-oxo-2-thioxoimidazolidin-1-yl)cyclohexyl)ethoxy)-2,6-dimethylpiperidin-1-yl)acetate C(#N)C1=C(C=C(C=N1)N1C(N(C(C1=O)(C)C)[C@@H]1CC[C@H](CC1)CCOC1C[C@H](N([C@H](C1)C)CC(=O)OC(C)(C)C)C)=S)C(F)(F)F